2-[[4-(4-Fluorophenyl)-5-(furan-2-yl)-4H-1,2,4-triazol-3-yl]sulfanyl]-N'-[(2-hydroxyphenyl)methylidene]acetohydrazide FC1=CC=C(C=C1)N1C(=NN=C1C=1OC=CC1)SCC(=O)NN=CC1=C(C=CC=C1)O